O=C1C(=CC(C2=CC=CC=C12)=O)OC(C(C)OC1=CC(=CC=C1)OC1=NC=C(C=C1Cl)C(F)(F)F)=O 2-(3-((3-chloro-5-(trifluoromethyl)pyridin-2-yl)oxy)phenoxy)propanoic acid 1,4-dioxo-1,4-dihydronaphthalen-2-yl ester